ClC=1C(=NC=C(C1NC=1C(=C2C(N(C=NC2=CC1)C)=O)C)F)NS(=O)(=O)CCCF N-(3-chloro-4-((3,5-dimethyl-4-oxo-3,4-dihydroquinazolin-6-yl)amino)-5-fluoropyridin-2-yl)-3-fluoropropane-1-sulfonamide